Br.NC=1SC2=NC(=CC(=C2N1)C)O 2-amino-7-methylthiazolo[5,4-b]pyridin-5-ol hydrobromide